C(C1=CC=CC=C1)OC1=CC=C(C=C1)CC1=C(C=C(C=C1OC)Br)OC 2-[(4-benzyloxyphenyl)methyl]-5-bromo-1,3-dimethoxy-benzene